Iron-Potassium Phosphorus [P].[K].[Fe]